FC1=CC2=C(N(C(CO2)=O)CC#C)C=C1N1C(N(C(C1=O)=O)CCC)=S [7-Fluoro-3-oxo-4-(prop-2-yn-1-yl)-3,4-dihydro-2H-1,4-benzoxazin-6-yl]-3-propyl-2-thioxoimidazolidin-4,5-dion